BrN1C(C2(CC3=CC=CC=C13)CC2)=O Bromo-1',4'-dihydro-2'H-spiro[cyclopropane-1,3'-quinolin]-2'-one